FC(C1=CC=C(C=C1)C=1C=NN2C1NCC(C2)NC(OCC2=CC=CC=C2)=O)(F)F benzyl (3-(4-(trifluoromethyl)phenyl)-4,5,6,7-tetrahydropyrazolo[1,5-a]pyrimidin-6-yl)carbamate